5-(Imidazo[1,2-a]pyridin-6-ylamino)-2-methylisoindolin-1-one N=1C=CN2C1C=CC(=C2)NC=2C=C1CN(C(C1=CC2)=O)C